C(=O)C(C(C1=CC=CC=C1)=O)[Na] (1-FORMYL-2-OXO-2-PHENYLETHYL)SODIUM